C(/C(=C\\C(=O)[O-])/C(=O)[O-])C(=O)[O-] The molecule is an aconitate(3-) that is the conjugate base of trans-aconitic acid. It has a role as a fundamental metabolite. It is a conjugate base of a trans-aconitic acid.